C1(CC1)S(=O)(=O)N1N=CC(=C1)C1=CNC2=NC=C(N=C21)C2=CC=C1CCN(CC1=C2)C 7-(7-(1-(cyclopropylsulfonyl)-1H-pyrazol-4-yl)-5H-pyrrolo[2,3-b]pyrazin-2-yl)-2-methyl-1,2,3,4-tetrahydroisoquinoline